4-amino-isoindolin-1-one NC1=C2CNC(C2=CC=C1)=O